[Si](C1=CC=CC=C1)(C1=CC=CC=C1)(C(C)(C)C)OC1CC(C1)CC=O 2-(3-((tert-butyldiphenylsilyl)oxy)cyclobutyl)acetaldehyde